1,3-Bis(aminomethyl)-cyclohexane NCC1CC(CCC1)CN